2-(2-hydroxy-2-methyl-propoxy)isoindoline-1,3-dione OC(CON1C(C2=CC=CC=C2C1=O)=O)(C)C